C=CCCC(CCCCC)O decen-5-ol